Cl.Cl.NC1=C(C=C(C(=C1)O)N)O 2,5-diaminobenzene-1,4-diol dihydrochloride